O=C1N(CC2=C1C=NC=C2)C21CC3(CC(CC(C2)C3)C1)NC(=O)C1=NC=CC(=C1)F 4-Fluoro-pyridine-2-carboxylic acid [3-(3-oxo-1,3-dihydro-pyrrolo[3,4-c]pyridin-2-yl)-adamantan-1-yl]-amide